CC1=CC=C(C=C1)C1=CC=C(C=C)C=C1 4-(p-methylphenyl)styrene